3-(1,2,3,4-tetrahydroquinolin-2-yl)benzamide N1C(CCC2=CC=CC=C12)C=1C=C(C(=O)N)C=CC1